2-(difluoromethoxy)-5-(7-methoxybenzofuran-2-yl)-7-methylquinoxaline FC(OC1=NC2=CC(=CC(=C2N=C1)C=1OC2=C(C1)C=CC=C2OC)C)F